C1(CC1)C1=NOC(=N1)C12CCC(CC1)(CC2)CN(C(=O)C2CCN(CC2)C(=O)OC(C)(C)C)C2=CC(=CC=C2)C=2OC=C(N2)C(F)F tert-butyl 4-(((4-(3-cyclopropyl-1,2,4-oxadiazol-5-yl)bicyclo[2.2.2]octan-1-yl)methyl) (3-(4-(difluoromethyl) oxazol-2-yl)phenyl)carbamoyl)piperidine-1-carboxylate